C([C@H](O)[C@H](O)[C@H](O)[C@H](O)CO)O allitol